(R,E)-Ethyl 2-((1-phenylethyl)imino)acetate C1(=CC=CC=C1)[C@@H](C)\N=C\C(=O)OCC